OC=1C=C2C=CC(=CC2=CC1)C(=N)N 6-hydroxy-2-naphthalamidine